O1CC(CC1)N1N=CC(=C1)B1OC(C)(C)C(C)(C)O1 1-(oxolan-3-yl)-1H-pyrazole-4-boronic acid pinacol ester